(6-((2-((2-methoxy-5-(1-methyl-1H-pyrazol-4-yl)-4-(4-methylpiperazin-1-yl)phenyl)amino)-7H-pyrrolo[2,3-d]pyrimidin-4-yl)amino)quinoxalin-5-yl)dimethyl-phosphine oxide COC1=C(C=C(C(=C1)N1CCN(CC1)C)C=1C=NN(C1)C)NC=1N=C(C2=C(N1)NC=C2)NC=2C(=C1N=CC=NC1=CC2)P(C)(C)=O